ClC1=NC2=NC(=C(N=C2C(=N1)Cl)C)CCC 2,4-dichloro-6-methyl-7-propyl-pteridine